ClC1=C(NC2=NC=CC=C21)C2=C1N(C=3N=CN=C(C32)N)C(CN(C1)CCOC)(C)C 5-(3-chloro-1H-pyrrolo[2,3-b]pyridin-2-yl)-7-(2-methoxyethyl)-9,9-dimethyl-6,7,8,9-tetrahydropyrazino[1',2':1,5]pyrrolo[2,3-d]pyrimidin-4-amine